C(C)(C)(C)[Si](OC[C@H]1[C@@H](C1)C=O)(C1=CC=CC=C1)C1=CC=CC=C1 (1R,2R)-2-[[tertbutyl(diphenyl)silyl]oxymethyl]cyclopropanecarbaldehyde